6-{4-Fluoro-2-[methyl-(2,2,6,6-tetramethylpiperidin-4-yl)amino]-1,3-benzothiazol-6-yl}-2-methylimidazo[1,2-b]pyridazin-8-amin-Hydrochlorid Cl.FC1=CC(=CC2=C1N=C(S2)N(C2CC(NC(C2)(C)C)(C)C)C)C=2C=C(C=1N(N2)C=C(N1)C)N